CC1=NC=NC=C1C(C)=O 1-(4-methylpyrimidin-5-yl)ethanone